Methyl (3R)-3-((2-(2,6-dioxopiperidin-3-yl)-1,3-dioxoisoindolin-4-yl)amino)butanoate O=C1NC(CCC1N1C(C2=CC=CC(=C2C1=O)N[C@@H](CC(=O)OC)C)=O)=O